N1=CC=NC2=CC(=CC=C12)C(=O)N quinoxaline-6-carboxamide